C1(=CC=CC=C1)C=1NC2=CC=CC=C2C1 2-(phenyl)-indole